Cl.Cl.N[C@H](C(=O)NC1=CC=C(C=C1)C1=C(C=NC=C1)CC(N1CCCC1)=O)C(C1=CC=CC=C1)C1=CC=CC=C1 (S)-2-amino-N-(4-(3-(2-oxo-2-(pyrrolidin-1-yl)ethyl)pyridin-4-yl)Phenyl)-3,3-diphenylpropionamide dihydrochloride